OC=1C=C(C=C(C1C(C)C)O)\C=C\C1=CC=CC=C1 (E)-3,5-dihydroxy-4-isopropyl-trans-stilbene